ClC1=CC=C(S1)S(=O)(=O)NC1=C(C=CC(=C1)OC)C(=O)N1CCN(CC1)C=1SC=C(N1)C1=CC=C(C=C1)Cl 5-chloro-N-(5-methoxy-2-(4-(4-(4-chlorophenyl)thiazol-2-yl)piperazine-1-carbonyl)phenyl)thiophene-2-sulfonamide